2-[1-(1-benzofuran-2-carbonyl)piperidin-4-yl]-6-(3,5-dimethylpyrazol-1-yl)pyridazin-3-one O1C(=CC2=C1C=CC=C2)C(=O)N2CCC(CC2)N2N=C(C=CC2=O)N2N=C(C=C2C)C